C1(CC1)C=1C=C(C=2N(C1)C=C(N2)CO)N2C(OC1(COC1)C2)=O 7-(6-cyclopropyl-2-(hydroxymethyl)imidazo[1,2-a]pyridin-8-yl)-2,5-dioxa-7-azaspiro[3.4]octan-6-one